estra-1,3,5(10)-triene-3,16α,17β-triol C[C@@]12[C@H]([C@@H](C[C@H]1[C@@H]1CCC=3C=C(C=CC3[C@H]1CC2)O)O)O